[F-].[F-].[Ti+2].C(C1=CC=CC=C1)(=O)CC(C1=CC=CC=C1)=O (dibenzoylmethane) titanium difluoride